methyl 2,4,6-trimethylbenzoyl phenylphosphonate C1(=CC=CC=C1)P(OC)(OC(C1=C(C=C(C=C1C)C)C)=O)=O